OC=1C=C(N)C=CC1F 3-hydroxy-4-fluoro-aniline